FC=1C(=CC2=C(C(=CO2)C(=O)NC2=CC(=C(C=C2)OC2COC2)F)C1)C1=NN=NN1 5-fluoro-N-(3-fluoro-4-(oxetan-3-yloxy)phenyl)-6-(1H-tetrazol-5-yl)benzofuran-3-carboxamide